bis{4-[4-cyanato-3-(2-propenyl) phenoxy]phenyl} sulfone O(C#N)C1=C(C=C(OC2=CC=C(C=C2)S(=O)(=O)C2=CC=C(C=C2)OC2=CC(=C(C=C2)OC#N)CC=C)C=C1)CC=C